tetrahydrofuran magnesium [Mg].O1CCCC1